FC1=CC=C(OC=2C(=NC=CC2OC)C(=O)O)C=C1 (4-fluoro-phenoxy)-4-methoxy-pyridine-2-carboxylic acid